1-[2-(Difluoromethoxy)-4-(trifluoromethyl)phenyl]-4-methylsulfanyl-pyrido[3,4-d]pyridazine FC(OC1=C(C=CC(=C1)C(F)(F)F)C1=C2C(=C(N=N1)SC)C=NC=C2)F